NC1=CC(=NC=N1)N diamino-pyrimidine